ClC=1C=C(C(=O)NCC2CCN(CC2)CC(NC(C([2H])([2H])[2H])(C([2H])([2H])[2H])C)=O)C=C(C1)F 3-chloro-5-fluoro-N-[[1-[2-oxo-2-[[2,2,2-trideuterio-1-methyl-1-(trideuteriomethyl)ethyl]amino]ethyl]-4-piperidyl]methyl]benzamide